NC1=C(C=C(C(=C1)F)Cl)C(CCl)=O 1-(2-amino-5-chloro-4-fluorophenyl)-2-chloroethan-1-one